FC=1C=C2C=NNC2=CC1B(O)O 5-FLUORO-1H-INDAZOL-6-YLBORONIC ACID